C(CCC)[C@@]1(CS(C2=C(N(C1)C1=CC=C(C=C1)F)C=C(C(=C2)OCCC(=O)O)SC)(=O)=O)CC (S)-3-((3-butyl-3-ethyl-5-(4-fluorophenyl)-7-(methylsulfanyl)-1,1-dioxo-2,3,4,5-tetrahydro-1,5-benzothiazepin-8-yl)oxy)propanoic acid